FC(C(=O)O)(F)F.CN1C[C@H](CC1)NC(=O)C1=NN2C(N=C(C=C2N2CCCCC2)C2=CC=CC=C2)=C1 (S)-N-(1-methylpyrrolidin-3-yl)-5-phenyl-7-(piperidin-1-yl)pyrazolo[1,5-a]pyrimidine-2-carboxamide trifluoroacetate